ClC1=NC=2N(C(=C1)N(C(OC(C)(C)C)=O)CC=1N=C3N(C(=CC=C3)OC(C)C)C1)N=CC2C2CC2 tert-butyl (5-chloro-3-cyclopropylpyrazolo[1,5-a]pyrimidin-7-yl)((5-isopropoxyimidazo[1,2-a]pyridin-2-yl)methyl)carbamate